4-(4'-(pyrimidin-2-yl)-[1,1'-biphenyl]-4-yl)-1H-1,2,3-triazole-5-carboxylic acid N1=C(N=CC=C1)C1=CC=C(C=C1)C1=CC=C(C=C1)C=1N=NNC1C(=O)O